COC(=O)C1=CC2=C(N=C(N2C[C@H]2OCC2)CC2=C(C=C(C(=C2)C)N2N=C(C=C2)OCC2=C(C=C(C=C2)Cl)F)F)C=C1 methyl-2-[[4-[3-[(4-chloro-2-fluoro-phenyl)methoxy]pyrazol-1-yl]-2-fluoro-5-methyl-phenyl]methyl]-3-[[(2S)-oxetan-2-yl]methyl]benzimidazole-5-carboxylate